methyl 3-{(R)-1-[3-methyl-6-methyl-2-(2-methyl-5-pyrimidinyl)-4-oxo-8-quinazolinyl]ethylamino}-6-chloro-2-pyridinecarboxylate CN1C(=NC2=C(C=C(C=C2C1=O)C)[C@@H](C)NC=1C(=NC(=CC1)Cl)C(=O)OC)C=1C=NC(=NC1)C